ClC1=C(C(=CC=C1)Cl)NCC1=NC=CC=C1 (2,6-dichlorophenyl)(pyridin-2-yl)methylamine